N1C=CC=2C1=NC=CC2C2=CN(C1=CC=C(C=C21)C#CC2(CCCCC2)O)COCC[Si](C)(C)C 1-((3-(1H-pyrrolo[2,3-b]pyridin-4-yl)-1-((2-(trimethylsilyl)ethoxy)methyl)-1H-indol-5-yl)ethynyl)cyclohexan-1-ol